ethyl 3,5-dimethyl-4,5,6,7-tetrahydrothieno[3,2-c]pyridine-2-carboxylate CC1=C(SC2=C1CN(CC2)C)C(=O)OCC